4-((1-(4-(2-(2-aminopyridin-3-yl)-5-(pyridin-2-yl)-3H-imidazo[4,5-b]pyridin-3-yl)benzyl)piperidin-4-yl)amino)pyrimidine-2-carbonitrile NC1=NC=CC=C1C1=NC=2C(=NC(=CC2)C2=NC=CC=C2)N1C1=CC=C(CN2CCC(CC2)NC2=NC(=NC=C2)C#N)C=C1